acryloyloxy-1,1-undecandicarboxylic acid C(C=C)(=O)OC(CCCCCCCCCC)(C(=O)O)C(=O)O